3-methyl-2-(methyl(pyridin-3-yl)amino)butanamide CC(C(C(=O)N)N(C=1C=NC=CC1)C)C